C=C1C(C2=CC=CC=C2C=C1)C1C(N(C(C1)=O)C(CCCCCC[NH-])O)=O (E)-7-(3-(2-methylenenaphthyl)-2,5-dioxopyrrolidinyl)-N-hydroxyheptylamide